[Cl-].[Cl-].C[SiH](C)[Zr+](C1C=C(C2=CC=CC=C12)C(C)CCC)C1C=C(C2=CC=CC=C12)C.C[SiH](C)[Zr+](C1C=C(C2=CC=CC=C12)C)C1C=C(C2=CC=CC=C12)C(C)CCC Dimethylsilyl-(3-methyl-indenyl)(3-(2-pentyl)-indenyl)zirconium (IV) dichloride